7-chloro-N-(4-methylpiperidin-4-yl)-1,6-naphthyridin-2-amine ClC1=NC=C2C=CC(=NC2=C1)NC1(CCNCC1)C